CC(C)(CCC[C@@H](C)[C@H]1CC[C@H]2[C@@H]3CC(C4C[C@H](CC[C@]4(C)[C@H]3CC[C@]12C)O)O)O cholestan-3β,6,25-Triol